BrC1=C(C=C(C(=C1)OC)\C=C(/CC)\[N+](=O)[O-])OC (E)-1-bromo-2,5-dimethoxy-4-(2-nitrobut-1-en-1-yl)benzene